OB1OCC=2C(=NC=CC21)N2C(C=1N(CC2)C2=C(C1)CC(C2)(C)C)=O 2-(1-hydroxy-1,3-dihydro-[1,2]oxaborolo[4,3-c]pyridin-4-yl)-7,7-dimethyl-3,4,7,8-tetrahydro-2H-cyclopenta[4,5]pyrrolo[1,2-a]pyrazin-1(6H)-one